BrC=1C(=C(C=CC1)[C@@H]1NOCC1)F (R)-3-(3-bromo-2-fluorophenyl)isoxazolidine